5,6-dihydrospiro[cyclopenta[c]pyridine-7,2'-pyrrolidin]-4-amine N1C2(CCC1)CCC1=C2C=NC=C1N